C1=C(C=CC=2OC3=C(C21)C=CC=C3)C(C)NC3=CN=C(N(C3=O)C(C(=O)O)C)C3=C(C=CC=C3)F 2-(5-((l-1-(dibenzo[b,d]furan-2-yl)ethyl)amino)-2-(2-fluorophenyl)-6-oxopyrimidin-1(6H)-yl)propanoic acid